6-(2-methylprop-1-en-1-yl)pyridine-3-sulfonamide tert-butyl-(2S,5R)-4-(1-(4-chloro-3-fluorophenyl)-3-methylbutyl)-2,5-dimethylpiperazine-1-carboxylate C(C)(C)(C)OC(=O)N1[C@H](CN([C@@H](C1)C)C(CC(C)C)C1=CC(=C(C=C1)Cl)F)C.CC(=CC1=CC=C(C=N1)S(=O)(=O)N)C